ClC1=C(C=C(C(=C1)Br)Cl)Br 1,4-dichloro-2,5-dibromobenzene